C12CN(CC(CCC1)C2)C2=NN=CS2 5-(3-azabicyclo[3.3.1]nonan-3-yl)-1,3,4-thiadiazol